Cl.C(C)OC1=C(C(N(C=C1)C1=CC=CC=C1)=O)C(=O)NC1=CC(=C(C=C1)OC1=C2C(=NC=C1)C=C(S2)C2=NC=C(C=C2)CNCCOC)F 4-ethoxy-N-(3-fluoro-4-{[2-(5-{[(2-methoxyethyl)amino]methyl}pyridin-2-yl)thieno(3,2-b)pyridin-7-yl]oxy}phenyl)-2-oxo-1-phenyl-1,2-dihydropyridine-3-carboxamide hydrochloride